N1=CC=NC2=CC(=CC=C12)CC1=NC=CC(=C1N)N1C2(CC2)CNCC1 (Quinoxalin-6-ylmethyl)-4-(4,7-diazaspiro[2.5]octan-4-yl)pyridin-3-amine